COC=1C(=CC2=CC=CC=C2C1)C1=CC=C(C2=C1OCCO2)CCC(=O)O 3-(8-(3-methoxynaphthalen-2-yl)-2,3-dihydrobenzo[b][1,4]dioxin-5-yl)propionic acid